2-methoxy-4-methyl-5-(methylthio)pyridine COC1=NC=C(C(=C1)C)SC